5-(5-cyclopropyl-3-ethylsulfonyl-2-pyridyl)-1-(2,2,3,3,3-pentafluoropropyl)pyrazolo[3,4-c]pyridine C1(CC1)C=1C=C(C(=NC1)C=1C=C2C(=CN1)N(N=C2)CC(C(F)(F)F)(F)F)S(=O)(=O)CC